C(C)C1=C(C(=C(C(=C1CC)OCC(C)C)C)C)O 2,3-diethyl-5,6-dimethyl-4-isobutoxy-phenol